2'-chloro-5'-methoxy-6-methyl-N-(5-(oxetan-3-yloxy)-1,3,4-thiadiazol-2-yl)-(4,4'-bipyridine)-3-carboxamide ClC1=NC=C(C(=C1)C1=C(C=NC(=C1)C)C(=O)NC=1SC(=NN1)OC1COC1)OC